Cl.NC=1C2=C(N=C(N1)Cl)N(C=C2C=2SC=C(N2)CC2=CC=CC=C2)[C@H]2[C@@H]([C@@H]([C@H](C2)C2CNCCC2)O)O (1R,2S,3R,5R)-3-[4-amino-5-(4-benzyl-1,3-thiazol-2-yl)-2-chloropyrrolo[2,3-d]pyrimidin-7-yl]-5-(piperidin-3-yl)cyclopentane-1,2-diol HCl salt